(2,3,4-trifluorophenyl)methanone FC1=C(C=CC(=C1F)F)C=O